3-(2-phenoxyethyl)-1H-1,2,4-triazole-1-ethanol O(C1=CC=CC=C1)CCC1=NN(C=N1)CCO